N-butyl-2-butylbenzimidazole C(CCC)N1C(=NC2=C1C=CC=C2)CCCC